tert-butyl 1-(3-chlorophenyl)-3-(3-oxo-5-(pyrazin-2-yl)-6,7-dihydro-3H-pyrrolo[2,1-c][1,2,4]triazol-2(5H)-yl)cyclobutane-1-carboxylate ClC=1C=C(C=CC1)C1(CC(C1)N1N=C2N(C1=O)C(CC2)C2=NC=CN=C2)C(=O)OC(C)(C)C